C1(CCC1)CN[C@H]1CN(CCC1)C=1N=NC(=CC1)C(CC)N1N=NC(=C1)C=1C=NC=C(C1)OC (3R)-N-(cyclobutylmethyl)-1-[6-[1-[4-(5-methoxy-3-pyridyl)triazol-1-yl]propyl]pyridazin-3-yl]piperidin-3-amine